C(C=C)(=O)N1CCN(CC1)[C@H]1C=2C(NCC1)=C(N(N2)C2=CC=C(C=C2)OC2=C(C=CC=C2)C(F)(F)F)C(=O)N (7R)-7-[4-(prop-2-enoyl)piperazin-1-yl]-2-{4-[2-(trifluoromethyl)phenoxy]phenyl}-4,5,6,7-tetrahydro-2H-pyrazolo[4,3-b]pyridine-3-carboxamide